C(C)N(CCN(C=1C=CC(=NC1)NC1=NC=C(C(=N1)C1=CC2=C(N=C3N2C(CCC3)C)C(=C1)F)F)C)CC N5-(2-(diethylamino)ethyl)-N2-(5-fluoro-4-(6-fluoro-1-methyl-1,2,3,4-tetrahydrobenzo[4,5]imidazo[1,2-a]pyridin-8-yl)pyrimidin-2-yl)-N5-methylpyridine-2,5-diamine